((1R,4R)-2,5-diazabicyclo[2.2.1]heptan-2-yl)-2-(3-(1-(3',4'-difluoro-[1,1'-biphenyl]-3-carbonyl)piperidin-3-yl)phenoxy)-2-methylpropan-1-one [C@H]12N(C[C@H](NC1)C2)C(C(C)(C)OC2=CC(=CC=C2)C2CN(CCC2)C(=O)C=2C=C(C=CC2)C2=CC(=C(C=C2)F)F)=O